trans-7-Methyl-N-(3,4,5-trifluorophenyl)-1,3a,4,9a-tetrahydro-3H,7H-furo[3,4-f]pyrrolo[3,4-b][1,4,5]oxathiazepin-8-carboxamid-5,5-dioxid CN1C(=C2O[C@H]3[C@H](NS(C2=C1)(=O)=O)COC3)C(=O)NC3=CC(=C(C(=C3)F)F)F